ClC=1C=C2C(=C(C(NC2=CC1)=O)C(\C=C\C1=CC(=C(C=C1)OC)F)=O)C1=CC=CC=C1 6-chloro-3-[(E)-3-(3-fluoro-4-methoxy-phenyl)prop-2-enoyl]-4-phenyl-1H-quinolin-2-one